BrC=1C(=NN(C1O[C@H](CN(CC)C(=O)OC(C)(C)C)C)C)C(=O)OCC ethyl 4-bromo-5-[(1S)-2-[tert-butoxycarbonyl(ethyl)amino]-1-methyl-ethoxy]-1-methyl-pyrazole-3-carboxylate